4-Phenylazo-1-naphthylamine C1(=CC=CC=C1)N=NC1=CC=C(C2=CC=CC=C12)N